The molecule is an azo compound that is azobenzene in which one phenyl group is substituted at position 4 by a hydroxy group, while the other phenyl group is substituted at position 2 by a carboxy group. It is used as a matrix in matrix-assisted laser desorption/ionization (MALDI) mass spectrometry. It has a role as a MALDI matrix material. It is an azo compound, a member of phenols and a monocarboxylic acid. It derives from an azobenzene. C1=CC=C(C(=C1)C(=O)O)N=NC2=CC=C(C=C2)O